C(C)(C)(C)OC(=O)N1CCC2(CCN(C2)C2=CC(=C(C=C2)F)F)CC1 2-(3,4-difluorophenyl)-2,8-diazaspiro[4.5]decane-8-carboxylic acid tert-butyl ester